FC(C(=O)O)(F)F.NCCCNC(=O)C=1C=C(C2=C([C@](CO2)(C2=CC=CC=C2)CC)C1)C(=O)NC |r| (+/-)-N5-(3-aminopropyl)-3-ethyl-N7-methyl-3-phenyl-2,3-dihydrobenzofuran-5,7-dicarboxamide 2,2,2-trifluoroacetate